C(CCC)OC1=CC=C(C=C1)[S+](C1=CC=CC=C1)C1=CC=CC=C1.C12(C(=O)CC(CC1)C2(C)C)CS(=O)(=O)[O-] 10-camphorsulfonic acid (4-butoxyphenyl)diphenylsulfonium salt